FC(C(=O)O)(F)F.NC1CCN(CC1)S(=O)(=O)C1=CC=C(C#N)C=C1 4-((4-Aminopiperidin-1-yl)sulfonyl)benzonitrile trifluoroacetate